(S)-4-(tert-butoxycarbonyl)-1-methylpiperazine-2-carboxylic acid C(C)(C)(C)OC(=O)N1C[C@H](N(CC1)C)C(=O)O